FC(C1=CC2=C(C=C1)[C@@H]1NCCC[C@@H]1O2)(F)F |r| (Rac)-(4aS,9bS)-7-(trifluoromethyl)-1,2,3,4,4a,9b-hexahydrobenzofuro[3,2-b]pyridine